C(C)(C)(C)P(C(C)(C)C)C(C)(C)C tris(T-butyl)phosphine